N-(5-bromo-6-fluoropyridin-2-yl)acrylamide BrC=1C=CC(=NC1F)NC(C=C)=O